C1(C=CC2=CC=CC=C12)[Zr](CC1=CC=CC=C1)CC1=CC=CC=C1 indenyl-dibenzyl-zirconium